NC(CC1=CC=C(C=C1)C1=CC(=CC(=C1)N1N=NC(=C1)C1=CC=C(C=C1)C(F)(F)F)C(=O)OC)=O Methyl 4'-(2-amino-2-oxoethyl)-5-(4-(4-(trifluoromethyl)phenyl)-1H-1,2,3-triazol-1-yl)-[1,1'-biphenyl]-3-carboxylate